C1(=CC=CC=C1)C1(C=CC=C2C1=C1C(=[SiH]2)C(=CC=C1)C1=CC=C(C=C1)B1OC(C(O1)(C)C)(C)C)C1=CC=CC=C1 2-[4-(9,9-Diphenyl-9H-dibenzosilol-4-yl)-phenyl]-4,4,5,5-tetramethyl-[1,3,2]dioxaborolane